7-fluoro-8-methoxy-2-(trifluoromethyl)-3-[1-(3,3,3-trifluoroprop-yl)-1H-pyrazol-4-yl]4H-pyrido[1,2-a]pyrimidin-4-one FC=1C(=CC=2N(C(C(=C(N2)C(F)(F)F)C=2C=NN(C2)CCC(F)(F)F)=O)C1)OC